(2-fluoroethyl) (trifluoromethyl) carbonate C(OCCF)(OC(F)(F)F)=O